FC(CNC1=NC2=CC=C(C=C2C=C1C(=O)NCCC(C)O)C=1C=NNC1)F ((2,2-difluoroethyl)amino)-N-(3-hydroxybutyl)-6-(1H-pyrazol-4-yl)quinoline-3-carboxamide